N-(4-(chlorodifluoromethoxy)phenyl)-1-isobutyryl-7-(1H-pyrazol-5-yl)indoline-5-carboxamide ClC(OC1=CC=C(C=C1)NC(=O)C=1C=C2CCN(C2=C(C1)C1=CC=NN1)C(C(C)C)=O)(F)F